5-(2-(Benzyloxy)-6-fluoro-4-(phenylethynyl)phenyl)-1,2,5-thiadiazolidin-3-one 1,1-dioxide C(C1=CC=CC=C1)OC1=C(C(=CC(=C1)C#CC1=CC=CC=C1)F)N1CC(NS1(=O)=O)=O